7-oxa-3,4-diazabicyclo[4.1.0]hepta-4-en-2-one C12C(NN=CC2O1)=O